Acetyl-Serine C(C)(=O)N[C@@H](CO)C(=O)O